2,6-Dibromo-4-chloropyridine BrC1=NC(=CC(=C1)Cl)Br